2-(2-(difluoromethoxy)-7-methylquinoxalin-5-yl)thiazole-4-carboxylic acid methyl ester COC(=O)C=1N=C(SC1)C1=C2N=CC(=NC2=CC(=C1)C)OC(F)F